C(C1=CC=CC=C1)N1N=C(C=C1C(=O)N[C@H](C(=O)NC)CC1=CC(=CC=C1)Br)C1=C(C=CC=C1)[N+](=O)[O-] (S)-1-Benzyl-N-(3-(3-bromophenyl)-1-(methylamino)-1-oxopropan-2-yl)-3-(2-nitrophenyl)-1H-pyrazole-5-carboxamide